ClC=1C=C(C=C(C1)C=1N(N=C2[C@H](N(CCC21)C(C2=C(C(=CC(=C2)F)CCC=2N=NNC2)Cl)=O)C)C)C2(CC2)NS(=O)(=O)C N-[1-[3-chloro-5-[(7R)-6-[2-chloro-5-fluoro-3-[2-(1H-triazol-4-yl)ethyl]benzoyl]-2,7-dimethyl-5,7-dihydro-4H-pyrazolo[3,4-c]pyridin-3-yl]phenyl]cyclopropyl]methanesulfonamide